OCCCCC(=O)OCCCC(=O)O 4-(4-hydroxybutyl)carbonyloxybutanoic acid